ClC1=CC=C(CNC(NCCCCCC(=O)NC=2C=NC(=CC2)C)=O)C=C1 6-(3-(4-chlorobenzyl)ureido)-N-(6-methylpyridin-3-yl)hexanamide